N-[1-(4-{5-[3-Fluoro-5-(trifluoromethyl)phenyl]-7-[{[1-(methoxymethyl)cyclobutyl]methyl}(methyl)amino]-1H-imidazo[4,5-b]pyridin-2-yl}phenyl)piperidin-4-yl]glycin FC=1C=C(C=C(C1)C(F)(F)F)C1=CC(=C2C(=N1)N=C(N2)C2=CC=C(C=C2)N2CCC(CC2)NCC(=O)O)N(C)CC2(CCC2)COC